Cl.O=C1N(CC2=CC=CC=C12)C[C@H]1N(CCC2=CC=CC(=C12)O[C@@H]1CNCC1)C(=O)[C@H]1[C@H](CCCC1)C(=O)OCC1=CC=CC=C1 benzyl (1S,2R)-2-((S)-1-((1-oxoisoindolin-2-yl)methyl)-8-(((S)-pyrrolidin-3-yl)oxy)-1,2,3,4-tetrahydroisoquinoline-2-carbonyl)cyclohexane-1-carboxylate hydrochloride